allyl (S)-7-methoxy-5-oxo-8-((triisopropylsilyl)oxy)-11,11a-dihydro-1H,3H-spiro[benzo[e]pyrrolo[1,2-a][1,4]diazepine-2,1'-cyclopropane]-10(5H)-carboxylate COC1=CC2=C(N(C[C@H]3N(C2=O)CC2(CC2)C3)C(=O)OCC=C)C=C1O[Si](C(C)C)(C(C)C)C(C)C